ClC=1C=C(C=C(C1OC1=NNC(C(=C1)C1=CC=CC=C1)=O)Cl)NC(CC(=O)O)=O 3-((3,5-dichloro-4-((6-oxo-5-phenyl-1,6-dihydropyridazin-3-yl)oxy)phenyl)amino)-3-oxopropanoic acid